CCCCCCCCCCCCC(C(C(CCCCCCCCCCCC)O)O)O DiLaurylGlycerol